C1=CC=C2C(=C1)C(=CN2)C=O The molecule is a heteroarenecarbaldehyde that is indole in which the hydrogen at position 3 has been replaced by a formyl group. It has a role as a plant metabolite, a human xenobiotic metabolite, a bacterial metabolite and a marine metabolite. It is a heteroarenecarbaldehyde, an indole alkaloid and a member of indoles.